(R)-4-(7-fluoro-imidazo[1,2-a]pyridin-3-yl)-7-((6-(((2-methoxy-ethyl)(meth-yl)amino)methyl)-5-(tetrahydrofuran-3-yl)pyridin-2-yl)amino)isoindolin-1-one FC1=CC=2N(C=C1)C(=CN2)C2=C1CNC(C1=C(C=C2)NC2=NC(=C(C=C2)[C@@H]2COCC2)CN(C)CCOC)=O